C1(CC1)C1=CC(=C(C(=C1)C)N1NC2=C(N=C(NC2=O)N2CCCC2)N1)C 2-(4-cyclopropyl-2,6-dimethyl-phenyl)-5-pyrrolidin-1-yl-3,6-dihydro-1H-triazolo[4,5-d]pyrimidin-7-one